(1-(6-(1,3,4-thiadiazol-2-yl)pyrazin-2-yl)-3-fluoropiperidin-3-yl)-5-(2-(trifluoromethoxy)phenyl)-1,3,4-thiadiazol S1C(=NN=C1)C1=CN=CC(=N1)N1CC(CCC1)(F)C=1SC(=NN1)C1=C(C=CC=C1)OC(F)(F)F